5-isopropyl-6,7-dihydro-5H-pyrrolo[1,2-b][1,2,4]triazole-2-carboxylic acid ethyl ester C(C)OC(=O)C=1N=C2N(N1)C(CC2)C(C)C